tri(2-ethylhexyl)glycerol C(C)C(CC(C(O)(CC(CCCC)CC)CC(CCCC)CC)(O)CO)CCCC